4-fluoro-1-(2-(4-((7-methoxyquinolin-4-yl)oxy)piperidin-1-yl)acetyl)pyrrolidine-2-carbonitrile FC1CC(N(C1)C(CN1CCC(CC1)OC1=CC=NC2=CC(=CC=C12)OC)=O)C#N